2-(2-aminoethoxy)-N,N-dimethylethane-1-amine NCCOCCN(C)C